2-(4-fluorophenyl)-4-methyl-1-(pyridin-4-yl)-1H-pyrrole-3-carbonitrile FC1=CC=C(C=C1)C=1N(C=C(C1C#N)C)C1=CC=NC=C1